CC=1C=CC(=NC1)CC=O 2-(5-methyl-pyridin-2-yl)acetaldehyde